4-((7-(prop-1-en-2-yl)-1,5-naphthyridin-4-yl)oxy)aniline C=C(C)C1=CN=C2C(=CC=NC2=C1)OC1=CC=C(N)C=C1